tert-butyl (2S,3R,6R)-3-(aminomethyl)-2,6-dimethylmorpholine-4-carboxylate NC[C@H]1N(C[C@H](O[C@H]1C)C)C(=O)OC(C)(C)C